N1C=NC(=C1)C1=CC=C(OCC2=NN(N=C2)C)C=C1 4-((4-(1H-imidazol-4-yl)phenoxy)methyl)-2-methyl-2H-1,2,3-triazole